ethyl 2-((4-((S)-2-(4-chloro-2-fluorophenyl)-2-methylbenzo[d][1,3]dioxol-4-yl) piperidin-1-yl) methyl)-1-(((S)-oxetan-2-yl) methyl)-1H-imidazole-4-carboxylate ClC1=CC(=C(C=C1)[C@@]1(OC2=C(O1)C=CC=C2C2CCN(CC2)CC=2N(C=C(N2)C(=O)OCC)C[C@H]2OCC2)C)F